(1R,3S)-methyl 3-(1-bromo-8-((2,4-dimethoxybenzyl)amino)imidazo[1,5-a]pyrazin-3-yl)cyclopentanecarboxylate BrC=1N=C(N2C1C(=NC=C2)NCC2=C(C=C(C=C2)OC)OC)[C@@H]2C[C@@H](CC2)C(=O)OC